1-(3,5-dimethylpyrazin-2-yl)-N-((5-phenyl-1,3,4-thiadiazol-2-yl)methyl)-1H-1,2,3-triazole-4-carboxamide CC=1C(=NC=C(N1)C)N1N=NC(=C1)C(=O)NCC=1SC(=NN1)C1=CC=CC=C1